BrC1=CC2=C(OCO2)C=C1COCC=C 5-Bromo-6-[(prop-2-en-1-yloxy)methyl]-2H-1,3-benzodioxole